COC=1C=C(C(=O)N2CCC3(C[C@H]3C#CC3=C4CN(C(C4=CC=C3)=O)C3C(NC(CC3)=O)=O)CC2)C=CC1[N+](=O)[O-] 3-(4-{2-[(1R)-6-(3-methoxy-4-nitrobenzoyl)-6-azaspiro[2.5]octan-1-yl]ethynyl}-1-oxo-3H-isoindol-2-yl)piperidine-2,6-dione